C(C)(C)(C)C=1C=C(C=C(C1O)C(C)(C)C)N1C(N(C(N(C1=O)C1=CC(=C(C(=C1)C(C)(C)C)O)C(C)(C)C)=O)C1=CC(=C(C(=C1)C(C)(C)C)O)C(C)(C)C)=O 1,3,5-tris(3,5-di-tert-butyl-4-hydroxyphenyl)-1,3,5-triazin-2,4,6(1H,3H)-trione